(S)-4-ethyl-8-fluoro-4-hydroxy-9-methoxy-11-((4-methylpiperazin-1-yl)methyl)-1,12-dihydro-14H-pyrano[3',4':6,7]indolizino[1,2-b]quinoline-3,14(4H)-dione C(C)[C@]1(C(OCC=2C(N3CC=4C(=NC=5C=C(C(=CC5C4CN4CCN(CC4)C)OC)F)C3=CC21)=O)=O)O